FC1(CCN(CC1)C=1C=C(C2=C(NC(=N2)C=2NC=C(C2)C(C2=C(C=CC=C2)C(F)(F)F)=O)C1)F)C#N 4-fluoro-1-(4-fluoro-2-(4-(2-(trifluoromethyl)benzoyl)-1H-pyrrol-2-yl)-1H-benzo[d]imidazol-6-yl)piperidine-4-carbonitrile